2-chloro-N-(1-cyanocyclopropyl)-5-[1-[2-methyl-5-[(Z)-1,3,3,3-tetrafluoroprop-1-enyloxy]-4-(trifluoromethyl)pyrazol-3-yl]pyrazol-4-yl]benzamide ClC1=C(C(=O)NC2(CC2)C#N)C=C(C=C1)C=1C=NN(C1)C=1N(N=C(C1C(F)(F)F)O/C(=C/C(F)(F)F)/F)C